C(=O)=C1C(C=CC=C1)CC(=O)OCC ethyl 2-carbonylphenylacetate